CC1CCC(C(C1)N(C(C(=O)[O-])=O)CC)C(C)C 5-Methyl-2-(propan-2-yl)cyclohexyl-N-ethyloxamate